C(CCC(=O)O)(=O)O.FC1=C(C(=O)NC2=NC(=CC=C2)C(=O)C2CCN(CC2)C)C(=CC(=C1)F)F.FC1=C(C(=O)NC2=NC(=CC=C2)C(=O)C2CCN(CC2)C)C(=CC(=C1)F)F 2,4,6-trifluoro-N-[6-[(1-methyl-4-piperidinyl)carbonyl]-2-pyridinyl]benzamide hemisuccinate